BrC1=CC2=C(N(C(O2)=O)C2C(NC(CC2)=O)=O)C=C1 3-(6-bromo-2-oxo-benzo[d]oxazol-3(2H)-yl)piperidine-2,6-dione